3a-hydroxy-1-[4-(trifluoromethyl)phenyl]-1H,2H,3H,3aH,4H-pyrrolo[2,3-b]1,7-naphthyridin-4-one OC12C(=NC3=CN=CC=C3C1=O)N(CC2)C2=CC=C(C=C2)C(F)(F)F